2-((2,2,2-trifluoroethyl)thio)-4-hydroxy-6-(trifluoromethyl)pyrimidine FC(CSC1=NC(=CC(=N1)O)C(F)(F)F)(F)F